O1C(CCCC1)N1N=CC(=C1)C=1C=CC2=C(C1)COC1=NC(=CN=C12)NC1CC2CCC(C1)N2C(=O)OC(C)(C)C tert-butyl (exo)-3-([8-[1-(oxan-2-yl) pyrazol-4-yl]-6H-isochromeno[3,4-b]pyrazin-3-yl]amino)-8-azabicyclo[3.2.1]octane-8-carboxylate